tert-butyl 2-(5-(2,6-dimethoxyphenyl)-1-(2-isopropyl-4-(4-(methyl(3-(methylamino)propyl)amino)butanamido)phenyl)-1H-pyrazole-3-carboxamido)adamantane-2-carboxylate COC1=C(C(=CC=C1)OC)C1=CC(=NN1C1=C(C=C(C=C1)NC(CCCN(CCCNC)C)=O)C(C)C)C(=O)NC1(C2CC3CC(CC1C3)C2)C(=O)OC(C)(C)C